5,8-dimethyltetradecane CC(CCCC)CCC(CCCCCC)C